NC1=C(C=C2CN(CC2=C1)C(C[C@H](C)C(=O)O)=O)OCCCOC=1C=C2CN(CC2=CC1OC)C(C[C@@H](C(=O)O)C)=O (S)-4-(5-(3-((6-amino-2-((S)-3-carboxybutanoyl)isoindolin-5-yl)oxy)propoxy)-6-methoxyisoindolin-2-yl)-2-methyl-4-oxobutanoic acid